7-chloroimidazo[1,5-a]pyridin-8-amine ClC1=C(C=2N(C=C1)C=NC2)N